FC1=C(C(=CC=2SC(=CC21)CCS(=O)(=O)OC)OC)OC Methyl 2-(4-fluoro-5,6-dimethoxybenzo[b]thiophen-2-yl)ethane-1-sulfonate